COC1=CC=C(C=C1)C1=CC(OC1)=O 4-(4-methoxyphenyl)furan-2(5H)-one